(S)-6-((6-fluoro-(1,2,3,4-tetrahydronaphthyl))amino)-3-isopropylpyrimidine-2,4(1h,3h)-dione FC=1C=C2CCC[C@@H](C2=CC1)NC1=CC(N(C(N1)=O)C(C)C)=O